ClC1=C(C(=O)O)C=C(C(=C1[N+](=O)[O-])Cl)F 2,4-dichloro-3-nitro-5-fluorobenzoic acid